(R)-2-((4-fluorophenyl)amino)-2-oxo-1-phenylethyl 6-amino-1',2',3',6'-tetrahydro-[3,4'-bipyridine]-5-carboxylate hydrochloride Cl.NC1=C(C=C(C=N1)C=1CCNCC1)C(=O)O[C@@H](C(=O)NC1=CC=C(C=C1)F)C1=CC=CC=C1